tetrakis(ethylmethylamido)titanium(IV) CC[N-]C.CC[N-]C.CC[N-]C.CC[N-]C.[Ti+4]